COC1=C(C=CC(=C1)OC)N=C=S 2,4-dimethoxyphenyl isothiocyanate